(E)-1-(4-(((8-isopropyl-2-((tetrahydro-2H-pyran-4-yl)amino)pyrazolo[1,5-a][1,3,5]triazin-4-yl)amino)methyl)piperidin-1-yl)-4-(pyrrolidin-1-yl)but-2-en-1-one C(C)(C)C=1C=NN2C1N=C(N=C2NCC2CCN(CC2)C(\C=C\CN2CCCC2)=O)NC2CCOCC2